4-amino-7-(difluoromethoxy)-1-(2-fluoro-3-methylphenyl)quinazolin-2(1H)-one NC1=NC(N(C2=CC(=CC=C12)OC(F)F)C1=C(C(=CC=C1)C)F)=O